OCC1(CC1)CON1C(C2=CC=CC=C2C1)=O [1-(hydroxymethyl)cyclopropyl]methoxyl-2,3-dihydro-1H-isoindol-1-on